N,N',N'-tetramethyldiaminomethane CN(C)CN(C)C